CN(CCCCC(=O)NCC(=O)N1CCCC1)C ((5-(dimethylamino)pentanoyl)glycyl)pyrrolidine